4,4-Difluoro-2-(4-fluorophenyl)-N-[4-(4-oxo-3-phenyl-4,5,6,7-tetrahydro-1H-pyrrolo[3,2-c]-pyridin-2-yl)pyridin-2-yl]butanamide FC(CC(C(=O)NC1=NC=CC(=C1)C1=C(C=2C(NCCC2N1)=O)C1=CC=CC=C1)C1=CC=C(C=C1)F)F